ClC=1C=CC2=C(C(=CCC=3N2N=C(C3)C(=O)O)C3=C(C(=CC=C3)F)F)C1 8-chloro-6-(2,3-difluorophenyl)-4H-pyrazolo[1,5-a][1]benzazepine-2-carboxylic acid